C(C)(C)(C)OC(=O)N1[C@@H](C[C@H](CC1)OC1=NC(=NC(=C1)O[C@@H](C)[C@H]1N(CC(C1)(F)F)C)C#N)CC#N (2R,4S)-4-({2-cyano-6-[(1S)-1-[(2S)-4,4-difluoro-1-methylpyrrolidin-2-yl]ethoxy]pyrimidin-4-yl}oxy)-2-(cyanomethyl)piperidine-1-carboxylic acid tert-butyl ester